5-bromo-1-(cyclopropylmethyl)-1H-indazole BrC=1C=C2C=NN(C2=CC1)CC1CC1